2-oxo-N-(phenyl(1,2,3,4-tetrahydroisoquinolin-6-yl)methyl)-6-(trifluoromethyl)-1,2-dihydropyridine-3-carboxamide O=C1NC(=CC=C1C(=O)NC(C=1C=C2CCNCC2=CC1)C1=CC=CC=C1)C(F)(F)F